tert-butyl 4-(4-((3-(5-fluoropyrimidin-2-yl)-2-methoxyphenyl)amino)-5-(methylcarbamoyl)pyrimidin-2-yl)-3-methylpiperazine-1-carboxylate FC=1C=NC(=NC1)C=1C(=C(C=CC1)NC1=NC(=NC=C1C(NC)=O)N1C(CN(CC1)C(=O)OC(C)(C)C)C)OC